(S)-N-(2,2'-dichloro-3'-(5-((2-(hydroxymethyl)azetidin-1-yl)methyl)-6-methoxypyridin-2-yl)-[1,1'-biphenyl]-3-yl)-1,5-dimethyl-4,5,6,7-tetrahydro-1H-imidazo[4,5-c]pyridine-2-carboxamide ClC1=C(C=CC=C1NC(=O)C=1N(C2=C(CN(CC2)C)N1)C)C1=C(C(=CC=C1)C1=NC(=C(C=C1)CN1[C@@H](CC1)CO)OC)Cl